C(C1=CC=CC=C1)N(C=1C(N(C=C2C1N=C(N=C2N[C@H](C)C2=C(C(=CC=C2)C(F)F)F)C)C2(CC2)CF)=O)C (R)-8-(benzyl-(methyl)amino)-4-((1-(3-(difluoromethyl)-2-fluorophenyl)ethyl)amino)-6-(1-(Fluoromethyl)cyclopropyl)-2-methylpyrido[4,3-d]pyrimidin-7(6H)-one